(E)-3-(3'-hydroxy-4'-methoxyphenyl)-2-(3',4',5'-trimethoxyphenyl)-2-propenoic acid OC=1C=C(C=CC1OC)/C=C(/C(=O)O)\C1=CC(=C(C(=C1)OC)OC)OC